C(\C=C\C1=CC(O)=C(O)C=C1)(=O)CC(C(=O)[O-])=O Caffeoylpyruvate